C(#N)C1=C(C=CC=C1C=1OC2=C(N1)C=C(C(=C2)OCC(F)(F)F)CN2[C@@H](COCC2)C(=O)O)C2=CC=CC=C2 (S)-4-((2-(2-cyano-[1,1'-biphenyl]-3-yl)-6-(2,2,2-trifluoroethoxy)benzo[d]oxazol-5-yl)methyl)morpholine-3-carboxylic acid